CC1OCOC=C1 4-methyl-1,3-dioxin